C(C1=CC=CC=C1)C[N+](C)(C)Cl benzyl(chloro)trimethylazanium